N-(3-((5-(3,5-difluoro-4-(trifluoromethyl)phenyl)-2-((1-methyl-1H-pyrazol-4-yl)amino)pyrimidin-4-yl)amino)phenyl)acrylamide FC=1C=C(C=C(C1C(F)(F)F)F)C=1C(=NC(=NC1)NC=1C=NN(C1)C)NC=1C=C(C=CC1)NC(C=C)=O